NC1=NC=C(C=N1)C#CC1=C(C(=NC=C1)NS(=O)(=O)C1=C(C=CC(=C1)Cl)OC)F N-{4-[2-(2-aminopyrimidin-5-yl)ethynyl]-3-fluoropyridin-2-yl}-5-chloro-2-methoxybenzene-1-sulfonamide